N-(5-((5-Cyano-4-(1-cyclopropyl-1H-indol-3-yl)pyrimidin-2-yl)amino)-4-methoxy-2-((3aR,6aR)-1-methylhexahydropyrrolo[3,4-b]pyrrol-5(1H)-yl)phenyl)acrylamide C(#N)C=1C(=NC(=NC1)NC=1C(=CC(=C(C1)NC(C=C)=O)N1C[C@@H]2N(CC[C@@H]2C1)C)OC)C1=CN(C2=CC=CC=C12)C1CC1